(±)-trans-3-((5-(5-(((Butyl(methyl)carbamoyl)oxy)methyl)-1-methyl-1H-pyrazol-4-yl)-3-methylpyrazin-2-yl)oxy)cyclohexan C(CCC)N(C(=O)OCC1=C(C=NN1C)C=1N=C(C(=NC1)OC1CCCCC1)C)C